7-((5-methoxy-7-methyl-1H-indol-4-yl)methyl)-6-(4-(4-methyl-4,7-diazaspiro[2.5]octane-7-carbonyl)phenyl)-7-azaspiro[3.5]nonane-2-carbonitrile COC=1C(=C2C=CNC2=C(C1)C)CN1C(CC2(CC(C2)C#N)CC1)C1=CC=C(C=C1)C(=O)N1CCN(C2(CC2)C1)C